OCCN(C1=CC=CC=C1)CCO N,N-Bis(2-hydroxyethyl)aniline